nonaethyleneglycol diacrylate C(C=C)(=O)OCCOCCOCCOCCOCCOCCOCCOCCOCCOC(C=C)=O